tert-butyl 2-cyano-2-(5-(ethylsulfonyl)-6-(2-(trifluoromethyl)pyrazolo[1,5-a]pyrimidin-5-yl)pyridin-2-yl)acetate C(#N)C(C(=O)OC(C)(C)C)C1=NC(=C(C=C1)S(=O)(=O)CC)C1=NC=2N(C=C1)N=C(C2)C(F)(F)F